FC1=C(N(C2=C1C=1C=NN(C1C=C2)S(=O)(=O)C2=CC=CC=C2)CC2=CC=C(CCNC1CC1)C=C2)C2=C(C=CC=C2)C N-(4-((8-fluoro-3-(phenylsulfonyl)-7-(o-tolyl)pyrrolo[3,2-e]indazol-6(3H)-yl)methyl)phenethyl)cyclopropanamine